N1=CN=C2NC=NC2=C1C=1C(=NC=CC1)NC=1C=C(C=CC1C)NC(C1=CC(=C(C=C1)C(F)(F)F)C#N)=O N-(3-((3-(9H-purin-6-yl)pyridin-2-yl)amino)-4-methylphenyl)-3-cyano-4-(trifluoromethyl)benzamide